FC=1C=C(C(=NC1C(F)(F)F)OC([2H])([2H])[2H])NS(=O)(=O)C1=CN(C=2C[C@](CCC12)(C(F)(F)F)OC([2H])([2H])[2H])S(=O)(=O)C1=CC=C(C)C=C1 (R)-N-(5-fluoro-2-(methoxy-d3)-6-(trifluoromethyl)pyridin-3-yl)-6-(methoxy-d3)-1-tosyl-6-(trifluoromethyl)-4,5,6,7-tetrahydro-1H-indole-3-sulfonamide